C(C=C)N1C(=CC2=C1N=CN=C2OC)I 7-allyl-6-iodo-4-methoxy-7H-pyrrolo[2,3-d]pyrimidine